5-Diethylamino-2-pentanon C(C)N(CCCC(C)=O)CC